C(C1=CC=CC=C1)(C1=CC=CC=C1)OC([C@@H](C)C1=CC=C(C=C1)Cl)=O (S)-Benzhydryl-2-(4-chlorophenyl)propanoate